C(C)N1N=C(C=C1NC(C[C@H](C(=O)N[C@H]1C2=C(CN3N(C1=O)CCC3)C=CC=C2)C)=O)C2=CC(=NO2)C (R)-N4-(1-ethyl-3-(3-methylisoxazol-5-yl)-1H-pyrazol-5-yl)-2-methyl-N1-((S)-11-oxo-2,3,10,11-tetrahydro-1H,5H-benzo[d]pyrazolo[1,2-a][1,2]diazepin-10-yl)succinamide